CC1=CCC(CC1)C(CC1C(CCC1)=O)C 2-(2-(4-methylcyclohex-3-en-1-yl)propyl)-cyclopentan-1-one